C(C)(C)(C)OC(CN1C(=C(C(C=2C1=NC(=CN2)C)=O)N2CCN(CC2)C(=O)OC(C)(C)C)CC)=O tert-butyl 4-(5-(2-(tert-butoxy)-2-oxoethyl)-6-ethyl-3-methyl-8-oxo-5,8-dihydropyrido[2,3-b]pyrazin-7-yl)piperazine-1-carboxylate